C1(CC1)C(CNC(=O)C=1C=C2C=C(N=NC2=C(C1)OC)C)(O)C1=NC(=C(C(=C1)C(C)(C)O)F)C1=CC=C(C=C1)C1CC1 (-)-N-{2-cyclopropyl-2-[6-(4-cyclopropylphenyl)-5-fluoro-4-(2-hydroxypropan-2-yl)pyridin-2-yl]-2-hydroxyethyl}-8-methoxy-3-methylcinnoline-6-carboxamide